3-(ethynyl-d)-13-(3-fluoro-4-((4-methylpyrimidin-2-yl)oxy)phenyl)-6,7-dihydro-5H-pyrido[3,4-c]pyrimido[5',4':4,5]pyrrolo[1,2-a]azepin-12-amine C(#C[2H])C1=CC2=C(C=3N(CCC2)C2=C(C3C3=CC(=C(C=C3)OC3=NC=CC(=N3)C)F)C(=NC=N2)N)C=N1